4-(6-Biphenyl-3-yl-4-cyano-3-hydroxy-pyridin-2-yl)-4-oxo-butyric acid C1(=CC(=CC=C1)C1=CC(=C(C(=N1)C(CCC(=O)O)=O)O)C#N)C1=CC=CC=C1